The molecule is a sulfonamide that is benzenesulfonamide substituted by an acetylamino group at position 4 and a 4,6-dimethyl-pyrimidin-2-yl group at the nitrogen atom. It is a metabolite of the antibiotic sulfamethazine. It has a role as a marine xenobiotic metabolite. It is a sulfonamide, a member of acetamides and a member of pyrimidines. CC1=CC(=NC(=N1)NS(=O)(=O)C2=CC=C(C=C2)NC(=O)C)C